7-oxo-4,5,6,7-tetrahydrobenzo[d]thiazole O=C1CCCC=2N=CSC21